N(=C=O)CCCCCCN1C(N(C(N(C1=O)CCCCCCN=C=O)=O)CCCCCCN=C=O)=O 1,3,5-tris(6-isocyanatohex-1-yl)-1,3,5-triazin-2,4,6(1H,3H,5H)-trione